2-(5-((E)-((1S,2S,5S,6S)-2,6-difluoro-1-methyl-8-azabicyclo[3.2.1]octan-3-ylidene)methyl)pyrazin-2-yl)-5-(1H-imidazol-1-yl)phenol F[C@@H]\1[C@@]2(C[C@@H]([C@H](C/C1=C\C=1N=CC(=NC1)C1=C(C=C(C=C1)N1C=NC=C1)O)N2)F)C